O=C1C(=C(C=NN1)N[C@H](COCCC(=O)O)CC)C(F)(F)F 3-[(2S)-2-[[6-oxo-5-(trifluoromethyl)-1,6-dihydropyridazin-4-yl]amino]butoxy]propanoic acid